N-(7-Chloroquinolin-4-yl)-N',N'-dimethylbutane-1,4-diamine ClC1=CC=C2C(=CC=NC2=C1)NCCCCN(C)C